(S)-3-((6-(benzyloxy)-3-bromoquinoline-5-yl)oxy)-2-fluoropropane-1-amine C(C1=CC=CC=C1)OC=1C(=C2C=C(C=NC2=CC1)Br)OC[C@H](CN)F